(R)-4-(3-((6-(3-(2-ethoxyphenoxy)piperidin-1-yl)pyrazin-2-yl)amino)-3-oxopropyl)-2,6-difluorobenzoic acid C(C)OC1=C(O[C@H]2CN(CCC2)C2=CN=CC(=N2)NC(CCC2=CC(=C(C(=O)O)C(=C2)F)F)=O)C=CC=C1